3-methoxy-acrylic acid methyl ester COC(C=COC)=O